C(C)(C)OC(=O)[C@@H]1C[C@@H]2C[C@@H]2[C@@H](C1)O.ClC1=NC=CC(=N1)COC |r| 2-Chloro-4-methoxymethyl-pyrimidine (±)-(1S,3R,5R,6S)-isopropyl-5-hydroxybicyclo[4.1.0]heptane-3-carboxylate